FC1(CC(C1)C(N1C[C@@H](N(C[C@H]1C)C=1C=2N=C(N(C2N2C(N1)=NN=C2)C[C@H]2OCCC2)C)C)C2=CC=C(C=C2)C(F)(F)F)F 4-((2S,5R)-4-((3,3-Difluorocyclobutyl)(4-(trifluoromethyl)phenyl)methyl)-2,5-dimethylpiperazin-1-yl)-2-methyl-1-(((S)-tetrahydrofuran-2-yl)methyl)-1H-[1,2,4]triazolo[3,4-b]purine